N1(CCOCC1)ON1CCOCC1 4-morpholinyl oxide